CCCCC(CC)C(=O)OOC(C)(C)CC(C)(C)C 1,1,3,3-tetramethylbutyl peroxy-2-ethylhexanoate